COC1=C(CN(C(OC(C)(C)C)=O)CC2CCP(CC2)(=O)C)C=CC(=C1)OC tert-butyl (2,4-dimethoxybenzyl)((1-methyl-1-oxidophosphinan-4-yl)methyl)carbamate